C(=O)(O)[C@H](CC(=O)N1CC2=C(C(=C(C=C2C1)OCCCOC1=CC2=C(SC(=C2)C(C[C@@H](C(=O)O)C)=O)C(=C1OC)F)O)F)C (S)-4-(5-(3-((2-((S)-3-carboxybutanoyl)-7-fluoro-6-hydroxyisoindolin-5-yl)oxy)propoxy)-7-fluoro-6-methoxybenzo[b]thiophen-2-yl)-2-methyl-4-oxobutanoic acid